(1R,6S)-6-methyl-4-(((trifluoromethyl)sulfonyl)oxy)-cyclohex-3-enecarboxylic acid tert-butyl ester C(C)(C)(C)OC(=O)[C@@H]1CC=C(C[C@@H]1C)OS(=O)(=O)C(F)(F)F